ethyl p-oxybenzoate CCOC(=O)C1C=CC(O)=CC=1